COC=1C=C(C=CC1)NC1=NC=2C(C3=CC=NC=C13)=NN1C2C=CN=C1 N-(3-methoxyphenyl)pyrimido[1',6':1,5]pyrazolo[4,3-c][2,7]naphthyridin-5-amine